1-Amino-1-deoxy-D-ribitol NC[C@H](O)[C@H](O)[C@H](O)CO